1-[2-(2,6-dioxo-3-piperidyl)-4-fluoro-1-oxo-isoindolin-5-yl]piperidine-4-carbaldehyde O=C1NC(CCC1N1C(C2=CC=C(C(=C2C1)F)N1CCC(CC1)C=O)=O)=O